2-isopropyl-4-[(2S,5R)-5-methyl-2-piperidyl]phenol C(C)(C)C1=C(C=CC(=C1)[C@H]1NC[C@@H](CC1)C)O